4-(piperazin-1-yl)quinoline-3-carbonitrile N1(CCNCC1)C1=C(C=NC2=CC=CC=C12)C#N